7-bromo-6-chloro-5-((R)-2-((2,2-difluoroethyl)amino)-3,3-difluoropropoxy)-8-fluoro-2-(((2R,7aS)-2-fluorotetrahydro-1H-pyrrolizin-7a(5H)-yl)methoxy)quinazolin-4-ol BrC1=C(C(=C2C(=NC(=NC2=C1F)OC[C@]12CCCN2C[C@@H](C1)F)O)OC[C@H](C(F)F)NCC(F)F)Cl